1-(2,4-dichlorophenyl)-3-(4-chlorophenyl)-1H-pyrazole-5-carboxylic acid ClC1=C(C=CC(=C1)Cl)N1N=C(C=C1C(=O)O)C1=CC=C(C=C1)Cl